C1(CC1)C=1N=NN(C1)[C@H](C(=O)N1[C@@H](C[C@H](C1)O)C(=O)NC(CC1(CCOCC1)O)C)C(C)(C)C (2S,4r)-1-[(2S)-2-(4-cyclopropyl-triazol-1-yl)-3,3-dimethyl-butyryl]-4-hydroxy-N-[2-(4-hydroxytetrahydropyran-4-yl)-1-methyl-ethyl]pyrrolidine-2-carboxamide